3-(tert-butyl) 4-methyl 1-(1-acetylpiperidin-4-yl)-6-oxo-1,6-dihydropyridine-3,4-dicarboxylate C(C)(=O)N1CCC(CC1)N1C=C(C(=CC1=O)C(=O)OC)C(=O)OC(C)(C)C